N-(4-(4-(2-(4,4-difluoropiperidin-1-yl)-3-fluoro-6-methylpyridin-4-yl)-1H-1,2,3-triazol-1-yl)-3-(6-azaspiro[2.5]octan-6-yl)phenyl)-2-hydroxyethane-1-sulfonamide FC1(CCN(CC1)C1=NC(=CC(=C1F)C=1N=NN(C1)C1=C(C=C(C=C1)NS(=O)(=O)CCO)N1CCC2(CC2)CC1)C)F